5-dihydroxymethyl-tetrahydrofurfural OC(C1CCC(C=O)O1)O